sulfhydryl-tungsten tert-butyl-(3-bromo-6-chloroimidazo[1,2-b]pyridazin-8-yl)(3-fluorophenyl)carbamate C(C)(C)(C)OC(N(C1=CC(=CC=C1)F)C=1C=2N(N=C(C1)Cl)C(=CN2)Br)=O.S[W]